C[C@H](/C=C/C(=O)SCCNC(=O)CCNC(=O)[C@@H](C(C)(C)COP(=O)(O)OP(=O)(O)OC[C@@H]1[C@H]([C@H]([C@@H](O1)N2C=NC3=C(N=CN=C32)N)O)OP(=O)(O)O)O)[C@H]4CC[C@@H]5[C@@]4(CC[C@H]6[C@H]5CCC7=CC(=O)CC[C@]67C)C The molecule is a steroidal acyl-CoA that results from the formal condensation of the thiol group of coenzyme A with the carboxy group of 3-oxochola-4,22-dien-24-oic acid. It is a conjugate acid of a 3-oxochola-4,22-dien-24-oyl-CoA(4-).